C(C1=CC=CC=C1)N(C[C@@H](C)N)C[Si](C)(C)C (2R)-N1-benzyl-N1-(trimethylsilylmethyl)propane-1,2-diamine